S1C(=NC2=C1C=CC=C2)C([C@H](C[C@H]2C(NCC2)=O)NC(=O)[C@@H]2[C@H]1C([C@H]1CN2C([C@H](NS(=O)(=O)C(C)C)C(C)C)=O)(C)C)=O (1R,2S,5S)-N-{(2S)-1-(1,3-benzothiazol-2-yl)-1-oxo-3-[(3S)-2-oxopyrrolidin-3-yl]propan-2-yl}-6,6-dimethyl-3-[N-(propan-2-ylsulfonyl)-D-valyl]-3-azabicyclo[3.1.0]hexane-2-carboxamide